[1-[5-[4-(benzylcarbamoylamino)-2-(tert-butylsulfamoyl)phenyl]thiazol-2-yl]-4-piperidyl] N-isopropylcarbamate C(C)(C)NC(OC1CCN(CC1)C=1SC(=CN1)C1=C(C=C(C=C1)NC(NCC1=CC=CC=C1)=O)S(NC(C)(C)C)(=O)=O)=O